(2R,4R)-4-amino-5-(3'-chloro-biphenyl-4-yl)-2-hydroxy-pentanoic acid N[C@@H](C[C@H](C(=O)O)O)CC1=CC=C(C=C1)C1=CC(=CC=C1)Cl